C(C1=CC=CC=C1)OC1=C2C(=NC(=N1)N1[C@@H]3CN(C[C@H]1C3)C(=O)OC(C)(C)C)N(N=C2)C2=C(OCCCCCC(=O)O)C=C(C=C2)F 6-[2-[4-benzyloxy-6-[(1R,5S)-3-tert-butoxycarbonyl-3,6-diazabicyclo[3.1.1]heptan-6-yl]pyrazolo[3,4-d]pyrimidin-1-yl]-5-fluoro-phenoxy]hexanoic acid